C(C)(C)(C)C1=CC=C(C=C1)NC(C(C1=CC=C(C=C1)CC)N(C(=O)C1=CC(=NO1)O)C)=O N-(2-((4-tert-butylphenyl)amino)-1-(4-ethylphenyl)-2-oxoethyl)-3-hydroxy-N-methyl-1,2-oxazole-5-carboxamide